FC1=C(C=NC=C1)C1CN(C1)C(=O)[C@@H]1CC[C@H]2N1C([C@H](CCC2)NC(OC(C)(C)C)=O)=O tert-butyl N-[(3S,6S,9aS)-3-[3-(4-fluoropyridin-3-yl)azetidine-1-carbonyl]-5-oxo-octahydro-1H-pyrrolo[1,2-a]azepin-6-yl]carbamate